N'-((1-(difluoromethyl)-1,2,3,5,6,7-hexahydro-s-indacen-4-yl)carbamoyl)-6,7-dihydro-5H-pyrazolo[5,1-b][1,3]oxazine-3-sulfonimidamide FC(C1CCC2=C(C=3CCCC3C=C12)NC(=O)N=S(=O)(N)C=1C=NN2C1OCCC2)F